ClC=1C(C(C=CC1)=[N+]=[N-])=O 2-chloro-6-diazo-cyclohexa-2,4-dien-1-one